N1C=NC(=C1)[C@@H](C)N1C(N=C(C2=CC=C(C=C12)Br)N1CCC1)=O |r| racemic-1-(1-(1H-imidazol-4-yl)ethyl)-4-(azetidin-1-yl)-7-bromoquinazolin-2(1H)-one